1-(2-(4-cyclobutyl-2-hydroxyphenyl)-2,3,4,5,5a,6,8,9-octahydro-7H-10-oxa-1,2,5,7-tetraazacycloocta[cd]inden-7-yl)prop-2-en-1-one C1(CCC1)C1=CC(=C(C=C1)N1N=C2C=3C(NCCC13)CN(CCO2)C(C=C)=O)O